CN(C)C(N(C)C)C=C[SiH3] di(dimethylamino)methylvinylsilane